NC=1C=C(C=C(C1)N)C(C)O 1-(3,5-diaminophenyl)ethanol